FC1=C(C(=CC(=C1)C(C)C)F)N1N=C(C=C1)C=1C=CC(=C(C1)CNC(OC)=O)C methyl N-[[5-[1-(2,6-difluoro-4-isopropyl-phenyl)pyrazol-3-yl]-2-methyl-phenyl]methyl]-carbamate